4-(cyclohexylamino)-N-methyl-3-nitrobenzenesulfonamide C1(CCCCC1)NC1=C(C=C(C=C1)S(=O)(=O)NC)[N+](=O)[O-]